(4-(prop-2-yn-1-yloxy)benzyl)-1H-imidazo[4,5-c]quinolin-4-amine C(C#C)OC1=CC=C(CN2C=NC=3C(=NC=4C=CC=CC4C32)N)C=C1